C1(CC1)C(C)NC(=O)C1=CC2=C(N3C=4C=CC=CC4N=C13)N=C(C=C2)N2CCN(CCC2)C 2-(4-Methyl-[1,4]diazepan-1-yl)-1,7,11b-triazabenzo[c]fluorene-6-carboxylic Acid (1-cyclopropylethyl)-amide